4-((3-chloro-2-fluorophenyl)amino)-7-(((1R,5S)-3-methyl-3-azabicyclo[3.1.0]hexan-1-yl)ethynyl)quinazolin ClC=1C(=C(C=CC1)NC1=NC=NC2=CC(=CC=C12)C#C[C@@]12CN(C[C@H]2C1)C)F